1-(3-(3-chloro-2-methoxy-8,9-dihydropyrido[3',2':4,5]pyrrolo[1,2-a]pyrazin-7(6H)-yl)-3-oxopropoxy)propan ClC1=CC=2C=C3N(CCN(C3)C(CCOCCC)=O)C2N=C1OC